C(=CC)N1CC(CCC1)N(C1=C(C2=C(C(=N1)C=1C=NN(C1)CC(C)(C)O)C(NC2)=O)F)C 6-((1-propenylpiperidin-3-yl)(methyl)amino)-7-fluoro-4-(1-(2-hydroxy-2-methylpropyl)-1H-pyrazol-4-yl)-1H-pyrrolo[3,4-c]pyridin-3(2H)-one